COC(C1=NC=CC=C1C#CCNC(=O)OC(C)(C)C)=O 3-(3-((tert-butoxycarbonyl)amino)-1-propynyl)-2-picolinic acid methyl ester